COC=1C=C2C(=CC=NC2=CC1OC)OC1=C(C=C(C=C1)NC1=NN(C=C1C(=O)NC=1C=C(C=CC1)C)C)F 3-((4-((6,7-dimethoxyquinolin-4-yl)oxy)-3-fluorophenyl)amino)-1-methyl-N-(m-tolyl)-1H-pyrazole-4-carboxamide